methyl 4'-tert-butyl-2-chloro-[1,1'-biphenyl]-4-carboxylate C(C)(C)(C)C1=CC=C(C=C1)C1=C(C=C(C=C1)C(=O)OC)Cl